CN(CCN1C(C2=CC=C(C=C2C(=C1)N(C=1SC(=C(N1)C1=CC=C(C=C1)F)C#N)C)N1CCNCC1)=O)C 2-((2-(2-(dimethylamino)ethyl)-1-oxo-6-(piperazin-1-yl)-1,2-dihydroisoquinolin-4-yl)(methyl)amino)-4-(4-fluorophenyl)thiazole-5-carbonitrile